OC(C(=O)N)CC[C@@H]1C(NCC1)=O 2-hydroxy-4-((S)-2-oxopyrrolidin-3-yl)butanamide